N'-propylidenethiourea C(CC)=NC(N)=S